N-(4-methoxyphenyl)-5-methyl-2-(trifluoromethyl)[1,2,4]triazolo[1,5-a]pyrimidin-7-amine COC1=CC=C(C=C1)NC1=CC(=NC=2N1N=C(N2)C(F)(F)F)C